O=C1NC[C@@H](CC1CC=1C=CC=2N(N1)C=C(N2)[C@H](C2CC1(CC1)C2)NC(OCC2=CC=CC=C2)=O)C(F)(F)F benzyl ((1S)-(6-(((5R)-2-oxo-5-(trifluoromethyl)piperidin-3-yl)methyl)imidazo[1,2-b]pyridazin-2-yl)(spiro[2.3]hexan-5-yl)methyl)carbamate